C[C@H]1N([C@@H](COC1)C)C(=O)C1=C(C=CC(=C1)F)C1=C2C=NN(C2=CC(=C1)C1CN(C1)[C@H](CCC=O)C(C)C)C (4R)-4-[3-(4-{2-[(3R,5R)-3,5-dimethylmorpholine-4-carbonyl]-4-fluorophenyl}-1-methyl-1H-indazol-6-yl)azetidin-1-yl]-5-methylhexanal